4-(2-chloro-5-methylpyridin-3-yl)-2-(morpholin-4-yl)-8-(1H-pyrazol-5-yl)-1,7-naphthyridine ClC1=NC=C(C=C1C1=CC(=NC2=C(N=CC=C12)C1=CC=NN1)N1CCOCC1)C